FC=1C=C(C=CC1)C#CC=1C=C2CCC(C2=CC1)N1CC2(CC2)C(CC1)C#N 5-(5-((3-fluorophenyl)ethynyl)-2,3-dihydro-1H-inden-1-yl)-5-azaspiro-[2.5]octane-8-carbonitrile